pyrimido[4,5-d][1,2,3]triazin-4(3H)-one N1=NNC(C2=C1N=CN=C2)=O